((2S,5R)-4-(1-(4-fluoro-2-(trifluoromethyl)phenyl)ethyl)-2,5-dimethylpiperazin-1-yl)-3,4-dimethyl-2,4-dihydro-5H-pyrazolo[4,3-d]pyrimidin-5-one FC1=CC(=C(C=C1)C(C)N1C[C@@H](N(C[C@H]1C)N1N=C2C(N(C(N=C2)=O)C)=C1C)C)C(F)(F)F